N-((2R,3R)-2-methylazetidin-3-yl)methanesulfonamide trifluoroacetate FC(C(=O)O)(F)F.C[C@H]1NC[C@H]1NS(=O)(=O)C